P(=O)([O-])(O)O.[Li+].BrC1=CC=C(C=C1)N1CCN(CC1)C(C)C1CC1 (+)-1-(4-bromophenyl)-4-(1-cyclopropylethyl)piperazine monolithium phosphate